2,6-dichloro-3-fluoropyridine-4-amine ClC1=NC(=CC(=C1F)N)Cl